3-{[1,1'-biphenyl]-4-sulfonamido}benzoic acid C1(=CC=C(C=C1)S(=O)(=O)NC=1C=C(C(=O)O)C=CC1)C1=CC=CC=C1